1-(2-(4-chlorophenyl)-1,4-diphenyl-1H-imidazol-5-yl)ethan-1-one periodAte I(=O)(=O)(=O)O.ClC1=CC=C(C=C1)C=1N(C(=C(N1)C1=CC=CC=C1)C(C)=O)C1=CC=CC=C1